5-(3-((4'-chloro-[1,1'-biphenyl]-2-yl)methyl)-3,6-diazabicyclo[3.1.1]heptan-6-yl)-2-(2,6-dioxopiperidin-3-yl)-6-fluoroisoindoline-1,3-dione ClC1=CC=C(C=C1)C1=C(C=CC=C1)CN1CC2N(C(C1)C2)C=2C=C1C(N(C(C1=CC2F)=O)C2C(NC(CC2)=O)=O)=O